(1S,4s)-4-(2-((R)-1-isopropylpiperidin-3-ylamino)-8-(2,4,6-trichlorophenylamino)-9H-purin-9-yl)cyclohexanecarboxamide C(C)(C)N1C[C@@H](CCC1)NC1=NC=C2N=C(N(C2=N1)C1CCC(CC1)C(=O)N)NC1=C(C=C(C=C1Cl)Cl)Cl